CN1N=C(C=C(C1=O)N1CCOCC2(CC2)C1)C1=NN(C2=CC=C(C=C12)OC1(CC1)C)C1OCCCC1 2-methyl-6-(5-(1-methylcyclopropoxy)-1-(tetrahydro-2H-pyran-2-yl)-1H-indazol-3-yl)-4-(5-oxa-8-azaspiro[2.6]nonan-8-yl)pyridazin-3(2H)-one